BrC1=C(C=C(C(=C1)F)F)NC(C(F)(F)F)=O (2-bromo-4,5-difluorophenyl)-2,2,2-trifluoroacetamide